1-(4,6-dichloropyrimidin-2-yl)-6-fluoro-2-methyl-1H-benzo[d]imidazole ClC1=NC(=NC(=C1)Cl)N1C(=NC2=C1C=C(C=C2)F)C